tert-Butyl (3S)-3-[(tert-butoxycarbonyl)(1-fluorocyclopropane-1-sulfonyl)amino]pyrrolidine-1-carboxylate C(C)(C)(C)OC(=O)N([C@@H]1CN(CC1)C(=O)OC(C)(C)C)S(=O)(=O)C1(CC1)F